dimethylbutane-1,1-diol CC(C(O)(O)C)CC